2-aza-2,7,7-trimethyloct-3-en-5-yne CN(C)C=CC#CC(C)(C)C